2-Cyclooctyl-2-[(3-methyl-pyrazin-2-yl)amino]-N-(2-oxospiro[1H-indole-3,4'-oxane]-6-yl)acetamide C1(CCCCCCC1)C(C(=O)NC1=CC=C2C(=C1)NC(C21CCOCC1)=O)NC1=NC=CN=C1C